COCCOC=C 2-methoxyethoxylethylene